tert.-Butylmethacrylat C(C)(C)(C)OC(C(=C)C)=O